NC1=NC(N(C=C1)[C@H]1[C@@H]([C@H](CO1)O)OC)=O.[Mg] magnesium (2R,3S,4R,5R)-5-(4-amino-2-oxopyrimidin-1(2H)-yl)-3-hydroxy-4-methoxy-tetrahydrofuran